1-(5-tert-butylisoxazol-3-yl)-3-(4-(1-(3-chloro-4-(2-morpholinoethoxy)-phenyl)-1H-1,2,3-triazol-4-yl)phenyl)-urea C(C)(C)(C)C1=CC(=NO1)NC(=O)NC1=CC=C(C=C1)C=1N=NN(C1)C1=CC(=C(C=C1)OCCN1CCOCC1)Cl